2-[3-(5-chloro-2,4-difluoro-phenyl)-1H-pyrazol-4-yl]-7-(4,5,6,7-tetrahydrotriazolo[1,5-a]pyrimidin-3-yl)-1,5-naphthyridine ClC=1C(=CC(=C(C1)C1=NNC=C1C1=NC2=CC(=CN=C2C=C1)C=1N=NN2C1NCCC2)F)F